N-(2-(2-hydroxy-2-methylpropyloxy)ethyl)-1-methyl-2-((6-(trifluoromethyl)benzo[d]oxazol-2-yl)amino)-1H-benzo[d]imidazole-5-carboxamide OC(COCCNC(=O)C1=CC2=C(N(C(=N2)NC=2OC3=C(N2)C=CC(=C3)C(F)(F)F)C)C=C1)(C)C